FC=1C(=C(C=C(C1)CC(C)C)N1CC2C(C1)CN(C2)CC=2N=NC=CC2)C=2N=NNN2 5-[3-fluoro-5-isobutyl-2-(2H-tetrazol-5-yl)phenyl]-2-(pyridazin-3-ylmethyl)-1,3,3a,4,6,6a-hexahydropyrrolo-[3,4-c]pyrrole